1-isopropyl-3-(3,4-difluorophenyl)-5-methyl-pyrazol-4-ol C(C)(C)N1N=C(C(=C1C)O)C1=CC(=C(C=C1)F)F